BrC1=CC=C(C=C1)/C=C/C(=O)C1=CC=C(OC(C(=O)O)C)C=C1 2-[4-[(E)-3-(4-Bromophenyl)prop-2-enoyl]phenoxy]propanoic acid